NC=1N=NC(=CC1N1CC(OCC1)C1=CC=C(C(=O)N2CCC(CC2)(F)CN2CCC(CC2)N2C=CC3=CC(=CC=C23)N2CNCC=C2)C=C1)C1=C(C=CC=C1)O 1-(1-(1-((1-(4-(4-(3-Amino-6-(2-hydroxyphenyl)pyridazin-4-yl)morpholin-2-yl)benzoyl)-4-fluoropiperidin-4-yl)methyl)piperidin-4-yl)-1H-indol-5-yl)dihydropyrimidine